rel-(2S,3R,4R,5S)-3-(3-(difluoromethyl)-4-fluoro-2-methoxyphenyl)-N-(6-((S*)-1,2-dihydroxyethyl)pyridin-3-yl)-4,5-dimethyl-5-(trifluoromethyl)tetrahydrofuran-2-carboxamide FC(C=1C(=C(C=CC1F)[C@@H]1[C@H](O[C@@]([C@@H]1C)(C(F)(F)F)C)C(=O)NC=1C=NC(=CC1)[C@@H](CO)O)OC)F |o1:9,10,12,13,29|